ClC1=NC(=C(C=C1Cl)F)F 2,3-dichloro-5,6-difluoropyridine